C1(=CC=CC2=CC3=CC=CC(=C3C=C12)S(=O)(=O)O)S(=O)(=O)O 1,8-anthracenedisulfonic acid